(R)-2-amino-3-hydroxy-N-(2-oxo-2-((6-(trifluoromethoxy)benzo[d]thiazol-2-yl)amino)ethyl)propanamide N[C@@H](C(=O)NCC(NC=1SC2=C(N1)C=CC(=C2)OC(F)(F)F)=O)CO